2,7-dibromo-9,9-bis(3-bromopropyl)fluorene BrC1=CC=2C(C3=CC(=CC=C3C2C=C1)Br)(CCCBr)CCCBr